N1=C(N=CC=C1)CNC1CCCC=2C=CC=NC12 N-(pyrimidin-2-ylmethyl)-5,6,7,8-tetrahydroquinolin-8-amine